(2-hydroxy-3,5-dichlorophenyl)-6-acetylpyridine OC1=C(C=C(C=C1Cl)Cl)C1=NC(=CC=C1)C(C)=O